3-chloro-2-(1-(2-(2-hydroxyethoxy)-4-(1-isopropyl-4-(trifluoromethyl)-1H-imidazol-2-yl)benzyl)-1H-pyrazolo[3,4-d]pyrimidin-6-yl)phenol ClC=1C(=C(C=CC1)O)C1=NC=C2C(=N1)N(N=C2)CC2=C(C=C(C=C2)C=2N(C=C(N2)C(F)(F)F)C(C)C)OCCO